2-[3'-tert-butyl-2'-hydroxy-5'-(2-octyloxycarbonylethyl)phenyl]benzotriazole C(C)(C)(C)C=1C(=C(C=C(C1)CCC(=O)OCCCCCCCC)N1N=C2C(=N1)C=CC=C2)O